NC1=NC2=C(C=3N1N=C(N3)C3=NC=CC=C3)C(=C(N2CCN2CCN(CC2)C2=C(C=CC(=C2)C=2OC=CN2)F)C(=O)N)C 5-amino-7-(2-(4-(2-fluoro-5-(oxazol-2-yl)phenyl)piperazin-1-yl)ethyl)-9-methyl-2-(pyridin-2-yl)-7H-pyrrolo[3,2-e][1,2,4]triazolo[1,5-c]pyrimidine-8-carboxamide